4-(4-fluorophenyl)5-(hydroxymethyl)-6-isopropylpyrimidine FC1=CC=C(C=C1)C1=NC=NC(=C1CO)C(C)C